FC=1C=C2C(N(C=NC2=CC1C1=NC=C(C(=N1)N1CCOCC1)C(F)(F)F)CCC[C@H](C)NC=1C=NNC(C1C(F)(F)F)=O)=O (S)-6-fluoro-7-(4-morpholino-5-(trifluoromethyl)pyrimidin-2-yl)-3-(4-((6-oxo-5-(trifluoromethyl)-1,6-dihydropyridazin-4-yl)amino)pentyl)quinazolin-4(3H)-one